2-[[2-(5-fluoro-2-pyridyl)acetyl]amino]-4-[2-phenoxyethyl-[4-(5,6,7,8-tetrahydro-1,8-naphthyridin-2-yl)butyl]amino]butanoic acid FC=1C=CC(=NC1)CC(=O)NC(C(=O)O)CCN(CCCCC1=NC=2NCCCC2C=C1)CCOC1=CC=CC=C1